FC1=CN=CC=2C3=C(N=C(C12)N1CCCC2=C(C=CC=C12)C#CC1(CC1)C(F)(F)F)N=NN3C 6-fluoro-1-methyl-5-(5-((1-(trifluoromethyl)cyclopropyl)ethynyl)-3,4-dihydroquinolin-1(2H)-yl)-1H-[1,2,3]triazolo[4,5-c][2,6]naphthyridine